C(C)(C)(C)N1N=C(C=C1NC1=C2CCCSC2=C(C=C1)Cl)[C@@H]1C[C@@H](CC1)O 5-((1-(tert-butyl)-3-((1S,3R)-3-hydroxycyclopentyl)-1H-pyrazol-5-yl)amino)-8-chlorothiochroman